C(CCC)S(=O)(=O)N1CC(C1)(N1N=CC(=C1)N1C(=NC=2C1=C1C(=NC2)NC=C1)C=1OC(=CC1)CO)CC#N 2-(1-(butyl-Sulfonyl)-3-(4-(2-(5-(hydroxymethyl)furan-2-yl)imidazo[4,5-d]pyrrolo[2,3-b]pyridine-1(6H)-yl)-1H-pyrazol-1-yl)azetidin-3-yl)acetonitrile